NCCC(=O)N1CCC2(CC1)C=1C=CC(=NC1CN(C2)C2=C(C=C(C=C2)Cl)C(F)(F)F)C=2C(=NC=CC2)OCC 3-amino-1-[7-[4-chloro-2-(trifluoromethyl)phenyl]-2-(2-ethoxypyridin-3-yl)spiro[6,8-dihydro-1,7-naphthyridine-5,4'-piperidine]-1'-yl]propan-1-one